N=1NN=NC1C1=CC=C(C=C1)[C@H](C)N (S)-1-(4-(2H-tetrazol-5-yl)phenyl)ethan-1-amine